3H-1,2,4-triazole-3,5(4H)-dione N1=NC(NC1=O)=O